ClC=1C=C(C(=O)OC(C2=CC(=C(C=C2)Cl)Cl)=O)C=CC1Cl 3,4-dichlorobenzoic anhydride